5,6,7,8-tetrahydropyrimido[5,4-c]pyridazin N1=NC=CC2=C1CNCN2